FC1=C(C(=CC=C1)F)C(C=O)(C)C 2-(2,6-difluorophenyl)-2-methyl-propanal